ClC=1C=C2C(=NC(=NC2=C(C1C1=CC(=CC2=CC=CC=C12)O)F)NCCO)N1CCN(CC1)C(C=C)=O 1-(4-(6-chloro-8-fluoro-2-(2-hydroxyethylamino)-7-(3-hydroxynaphthalen-1-yl)quinazolin-4-yl)piperazin-1-yl)prop-2-en-1-one